1-({4-[(3aR,6aS)-5-methyl-octahydropyrrolo[3,4-c]pyrrole-2-carbonyl]-2-methoxyphenyl}methyl)-N7-butyl-3-methyl-1H-pyrazolo[4,3-d]pyrimidine-5,7-diamine CN1C[C@@H]2[C@H](C1)CN(C2)C(=O)C2=CC(=C(C=C2)CN2N=C(C=1N=C(N=C(C12)NCCCC)N)C)OC